CC(=COCCOCCOCCOCCCC)C1=CC=C(C=C1)C(C)=COCCOCCOCCOCCCC 1,4-di(4,7,10,13-tetraoxaheptadec-2-en-2-yl)benzene